COC=1C(=C2NC1C=C1C=CC(=N1)C=C1C=CC(N1)=CC=1C=CC(N1)=C2)C2=CC=CC=C2.[Ni] nickel methoxyphenylporphyrin